4-(bromomethyl)-3,5-dimethyl-1,2-oxazole BrCC=1C(=NOC1C)C